C1(=CC=CC=C1)C(C)(CO)O 2-phenyl-2,3-propanediol